di-sodium lauryl sulfosuccinate S(=O)(=O)(O)C(C(=O)OCCCCCCCCCCCC)CC(=O)[O-].[Na+].[Na+].C(CCCCCCCCCCC)OC(C(CC(=O)[O-])S(=O)(=O)O)=O